4-((4-aminophenyl)methyl)-3-ethylaniline NC1=CC=C(C=C1)CC1=C(C=C(N)C=C1)CC